FC1=CC(=C2C=C(NC(C2=C1)=O)CCC(=O)N1CCN(CC1)C(C(C)C)=O)C 7-fluoro-3-(3-(4-isobutyrylpiperazin-1-yl)-3-oxopropyl)-5-methylisoquinolin-1(2H)-one